NC1=CC(=NN1S(=O)(=O)C1=CC=C(C)C=C1)[C@@H]1C[C@@H](CC1)N(C([O-])=O)C1(CC1)C (1R,3S)-3-(5-amino-1-tosyl-1H-pyrazol-3-yl)cyclopentyl(1-methylcyclopropyl)carbamate